C(C)(C)(C)C=1C=C(C=C(C1O)C(C)(C)C)CCC(=O)OCCNC(C(NCCOC(=O)CCC1=CC(=C(C(=C1)C(C)(C)C)O)C(C)(C)C)=O)=O bis[2-[2-(3,5-di-t-butyl-4-hydroxyphenyl)ethylcarbonyloxy]ethyl]oxamide